(R)-2-amino-hexanol N[C@@H](CO)CCCC